[Cl-].C(C)(C)[NH+](C(C)C)CCOC1=NC=C(C=C1NS(=O)(=O)CC1=CC=CC=C1)C(=O)N1CCC(CC1)C1=CC=C(C=C1)OC=1N=NC(=CC1)C(F)(F)F N-isopropyl-N-(2-((3-((phenylmethyl)sulfonamido)-5-(4-(4-((6-(trifluoromethyl)pyridazin-3-yl)oxy)phenyl)piperidine-1-carbonyl)pyridin-2-yl)oxy)ethyl)propan-2-aminium chloride